CC1=CC2=C(C=C1C)N(C3=C(N2)C(=O)NC(=O)N3)C[C@@H]([C@@H]([C@@H](COP(=O)(O)OP(=O)(O)OC[C@@H]4[C@H]([C@H]([C@@H](O4)N5C=NC6=C(N=CN=C65)N)O)O)O)O)O The molecule is a flavin adenine dinucleotide. It has a role as an Escherichia coli metabolite and a mouse metabolite. It is a conjugate acid of a FADH2(2-).